ClC1=C(CNC2=C3N=CN(C3=NC(=N2)C=2C=NC=C(C2)Cl)[C@H]2[C@@H]([C@@H]([C@H](O2)C(=O)NCC)O)O)C=C(C=C1)C (2S,3S,4R,5R)-5-(6-((2-chloro-5-methylbenzyl)amino)-2-(5-chloropyridin-3-yl)-9H-purin-9-yl)-N-ethyl-3,4-dihydroxyltetrahydrofuran-2-formamide